Tributyl(1-ethoxyvinyl)tin(IV) C(CCC)[Sn](C(=C)OCC)(CCCC)CCCC